dieicosyl ketone C(CCCCCCCCCCCCCCCCCCC)C(=O)CCCCCCCCCCCCCCCCCCCC